COC(CCC1=CC(=CC=C1)C1(OC1C=O)C)=O 3-(3-(3-Formyl-2-methyl-oxiran-2-yl)phenyl)propanoic acid methyl ester